methyl 6-(bicyclo[2.2.1]heptan-1-ylcarbamoyl)-3-(9-((4-(((tert-butoxycarbonyl)amino)methyl)phenyl)carbamoyl)-4,5-dihydrobenzo[b]thieno[2,3-d]oxepin-8-yl)picolinate C12(CCC(CC1)C2)NC(=O)C2=CC=C(C(=N2)C(=O)OC)C=2C(=CC1=C(OCCC3=C1SC=C3)C2)C(NC2=CC=C(C=C2)CNC(=O)OC(C)(C)C)=O